Benzyl ((1S)-1-(4,4-difluorocyclohexyl)-2-((5-(1-((S)-4-(difluoromethyl)-2-oxoimidazolidin-1-yl)-2-methoxyethyl)-2-hydroxyphenyl)amino)-2-oxoethyl)carbamate FC1(CCC(CC1)[C@@H](C(=O)NC1=C(C=CC(=C1)C(COC)N1C(N[C@@H](C1)C(F)F)=O)O)NC(OCC1=CC=CC=C1)=O)F